NC=1N=C(C2=C(N1)C=NC=C2)NC(CO)CCCCC 2-((2-aminopyrido[3,4-d]pyrimidin-4-yl)amino)-1-heptanol